2-[4-(2,6-dioxo-3-piperidyl)phenyl]acetaldehyde O=C1NC(CCC1C1=CC=C(C=C1)CC=O)=O